2,2'-(2,5-dibromo-1,4-phenylene)dithiophene BrC1=C(C=C(C(=C1)C=1SC=CC1)Br)C=1SC=CC1